O1C(CNC=C1)=O [1,4]oxazin-2(3H)-one